(S)-6-(Difluoromethyl)-8-(isopropylamino)-2-(piperidin-3-ylamino)pyrido[3,4-d]pyrimidine FC(C1=CC2=C(N=C(N=C2)N[C@@H]2CNCCC2)C(=N1)NC(C)C)F